tert-butyl N-{[5-(2-fluoropyridin-3-yl)-1-[3-(prop-2-en-1-yloxy) benzenesulfonyl]-1H-pyrrol-3-yl] methyl}-N-methylcarbamate FC1=NC=CC=C1C1=CC(=CN1S(=O)(=O)C1=CC(=CC=C1)OCC=C)CN(C(OC(C)(C)C)=O)C